C(=C)C1=NC=CC=C1CCCS(=O)(=O)O 3-(2-vinylpyridinyl)propanesulfonic acid